OC1=CC=C2NC=C(CCN)C2=C1 5-hydroxy-tryptamine